N-(2-aminoethyl)-2-aminoethyl-sodium NCCNCC[Na]